N1=C(C=CC=C1)C[N+]1=C2N(C(C=C1O)=O)C=CC=C2 1-(pyridin-2-ylmethyl)-4-oxo-4H-pyrido[1,2-a]pyrimidin-1-ium-2-ol